2-oxo-3-(5-((5-(4-(2-oxopyrrolidin-1-yl)phenyl)pyridin-2-yl)amino)pyridin-3-yl)imidazolidin O=C1NCCN1C=1C=NC=C(C1)NC1=NC=C(C=C1)C1=CC=C(C=C1)N1C(CCC1)=O